CN1CCN(CC1)C1=CC=C(C=C1)NC=1N=CC2=C(N1)N(C(C=C2C#C[Si](C(C)C)(C(C)C)C(C)C)=O)C2CCC(CC2)NC(=O)CCC(=O)OC Methyl 3-{[(1s,4s)-4-(2-{[4-(4-methylpiperazin-1-yl)phenyl]amino}-7-oxo-5-[2-(triisopropylsilyl)ethynyl]pyrido[2,3-d]pyrimidin-8-yl)cyclohexyl]carbamoyl}propanoate